(-)-glutamic acid N[C@@H](CCC(=O)O)C(=O)O